N-(5-Cyclopropyl-1H-pyrazol-3-yl)-2-[4-(methoxymethyl)-2-azabicyclo[2.1.1]hexan-2-yl]pyrimidin-4-amine C1(CC1)C1=CC(=NN1)NC1=NC(=NC=C1)N1C2CC(C1)(C2)COC